3,4-dichloro-benzoate ClC=1C=C(C(=O)[O-])C=CC1Cl